Br.ClC1=C(C=2CC3(N(C2C=C1F)CCNC3)C3=CC(=CC=C3)O)C3=C(C(=O)N)C=CC(=C3F)OCCO (2S)-2-(8-chloro-7-fluoro-10a-(3-hydroxyphenyl)-1,2,3,4,10,10a-hexahydropyrazino[1,2-a]indol-9-yl)-3-fluoro-4-(2-hydroxyethoxy)benzamide hydrobromide